difluoro[2-(trifluoromethyl)-1,3-thiazol-4-yl]acetic acid FC(C(=O)O)(C=1N=C(SC1)C(F)(F)F)F